1-(4-((5-(3,5-dimethylisoxazol-4-yl)-2-methylphenyl)(2-((1-(2-(2,6-dioxopiperidin-3-yl)-1-oxoisoindolin-5-yl)azacyclobutane-3-yl)oxy)propyl)amino)phenyl)cyclopropane-1-nitrile CC1=NOC(=C1C=1C=CC(=C(C1)N(C1=CC=C(C=C1)C1(CC1)C#N)CC(C)OC1CN(C1)C=1C=C2CN(C(C2=CC1)=O)C1C(NC(CC1)=O)=O)C)C